NC1(C(=CC=CC1)C1=CC=CC=C1)[Pd+] (2-amino-1,1'-biphenyl-2-yl)palladium (II)